1,4-bis(2-maleimidophenoxy)-2,5-di-tert-butylbenzene C1(C=CC(N1C1=C(OC2=C(C=C(C(=C2)C(C)(C)C)OC2=C(C=CC=C2)N2C(C=CC2=O)=O)C(C)(C)C)C=CC=C1)=O)=O